2,3-bis(2'-hydroxyethyl)cyclohexane-1-ol OCCC1C(CCCC1CCO)O